2-[(2-methylpropan-2-yl)oxycarbonylamino]propyl methanesulfonate CS(=O)(=O)OCC(C)NC(=O)OC(C)(C)C